CC1N(C2=CC=CC=C2C1)C(CNC1=CC=C2CN(C(C2=C1)=O)C1C(NC(CC1)=O)=O)=O 3-[6-[[2-(2-methylindolin-1-yl)-2-oxo-ethyl]amino]-1-oxo-isoindolin-2-yl]piperidine-2,6-dione